O[C@H]1CN(CC1)C1=C(CN2CCN(CC2)C(=O)N2N=C(C=C2)C(=O)O)C=CC(=C1)C(F)(F)F (R)-1-(4-(2-(3-hydroxypyrrolidin-1-yl)-4-(trifluoromethyl)benzyl)piperazine-1-carbonyl)-1H-pyrazole-3-carboxylic acid